COC=1N=C2C(=CC=NC2=CC1OC)OC1=C(C=C(C=C1)NC(=O)C=1C=NC(=C(C1O)C=1N(N=C(C1)C(F)(F)F)C)C)F N-[4-[(6,7-Dimethoxy-1,5-naphthyridin-4-yl)oxy]-3-fluoro-phenyl]-4-hydroxy-6-methyl-5-[2-methyl-5-(trifluoromethyl)pyrazol-3-yl]pyridine-3-carboxamide